C(\C=C\C(=O)O)(=O)O.COC=1C=CC=2C3=C(NC2C1)CCN(CC3)C 8-Methoxy-3-Methyl-2,4,5,6-Tetrahydro-1H-Azepino[4,5-b]Indole Fumarate Salt